2-(2-Fluorophenyl)-5-(methoxymethyl)-6,7-dihydro-5H-pyrazolo[5,1-b][1,3]oxazine-3-carboxylic acid FC1=C(C=CC=C1)C1=NN2C(OC(CC2)COC)=C1C(=O)O